thioacetyl-amine C(C)(=S)N